C(C1=CC=CC=C1)NC(N(C1=NC=C(N=C1)C=1C=NN(C1)C)[C@@H]1CC[C@H](CC1)NC1=NC=C(C(=N1)C1=CC(=NN1)C)C#N)=O 3-benzyl-1-(trans-4-((5-cyano-4-(3-methyl-1H-pyrazol-5-yl)pyrimidin-2-yl)amino)cyclohexyl)-1-(5-(1-methyl-1H-pyrazol-4-yl)pyrazin-2-yl)urea